CC1=CC=C(C=C1)S(=O)(=O)NC2=CC=CC=C2 p-toluenesulfonanilide